2-(4-(5-(1-methyl-1H-pyrazol-4-yl)-1H-benzo[d]imidazol-1-yl)phenyl)-N-(3-phenylisoxazol-5-yl)acetamide CN1N=CC(=C1)C1=CC2=C(N(C=N2)C2=CC=C(C=C2)CC(=O)NC2=CC(=NO2)C2=CC=CC=C2)C=C1